C[Se]C=1C=2N(C=CC1)C(=NC2)C(C)(C)NC(=O)C2[C@H]1CN(C[C@@H]2C1)C(=O)OC(C)(C)C tert-butyl (1R,5S,6r)-6-((2-(8-(methylselanyl)imidazo[1,5-a]pyridin-3-yl)propan-2-yl)carbamoyl)-3-azabicyclo[3.1.1]heptane-3-carboxylate